[N+](=O)([O-])C=1C=C(C=CC1NCC1CCOCC1)S(=O)(=O)NC(C1=CC=C(C=C1)N1CCC2(CC(C2)=O)CC1)=O N-{3-nitro-4-[(oxan-4-ylmethyl)amino]benzenesulfonyl}-4-{2-oxo-7-azaspiro[3.5]nonan-7-yl}benzamide